1-bromo-3,5-dichlorobenzene oxide BrC12C(C(=CC(=C1)Cl)Cl)O2